(1R,3S)-3-(3-{[(2-methyl-pyridin-4-yl)acetyl]-amino}-1H-pyrazol-5-yl)-cyclopentyl (2S)-butan-2-ylcarbamate C[C@@H](CC)NC(O[C@H]1C[C@H](CC1)C1=CC(=NN1)NC(CC1=CC(=NC=C1)C)=O)=O